COC1=NC=CC(=C1)[C@@H](C1CCN(CC1)C(=O)C=1C=CC2=C(NC(CO2)=O)C1)C1=CC=CC=C1 6-[4-[(S)-(2-methoxy-4-pyridyl)-phenyl-methyl]piperidine-1-carbonyl]-4H-1,4-benzoxazin-3-one